para-diazine N1=CC=NC=C1